CC1=C(C=C(C=C1)C(=O)NC2=CC=C(C=C2)S(=O)(=O)NC3=NC4=CC=CC=C4N=C3NC5=CC(=CC(=C5)OC)OC)OC The molecule is a sulfonamide obtained by formal condensation of the sulfonic acid group of 4-[(3-methoxy-4-methylbenzoyl)amino]benzenesulfonic acid with the primary aromatic amino group of N-(3,5-dimethoxyphenyl)quinoxaline-2,3-diamine. A dual PI3K/mTOR inhibitor used in cancer treatment. It has a role as an EC 2.7.1.137 (phosphatidylinositol 3-kinase) inhibitor, an antineoplastic agent and a mTOR inhibitor. It is a sulfonamide, a quinoxaline derivative, an aromatic amine, a member of benzamides and an aromatic ether.